Ethylsulfanyl-N-[(4-fluorophenyl)-methyl]-4-methyl-7-(trifluoromethyl)-[1,6]naphthyridine-3-carboxylic acid amide C(C)SC1=NC2=CC(=NC=C2C(=C1C(=O)NCC1=CC=C(C=C1)F)C)C(F)(F)F